NC=1C=C(C=CC1N)OC1=CC(=C(C=C1)N)N 3,4-diaminophenyl ether